COC(C1=C(C=C(C=C1)C(F)(F)F)NC1=C(C=C(C=C1)F)O)=O ((4-fluoro-2-hydroxyphenyl)amino)-4-(trifluoromethyl)-benzoic acid methyl ester